Sulphate S(=O)(=O)([O-])[O-]